(4-(ethylsulfonyl)benzyl)-4-(3-methyl-4-(4-(trifluoromethyl)phenyl)pyrrolidin-1-yl)benzamide C(C)S(=O)(=O)C1=CC=C(CC2=C(C(=O)N)C=CC(=C2)N2CC(C(C2)C2=CC=C(C=C2)C(F)(F)F)C)C=C1